2-amino-3-(4-benzyloxyphenyl)propanoic acid NC(C(=O)O)CC1=CC=C(C=C1)OCC1=CC=CC=C1